ethyl 6-methyl-4,5,6,7-tetrahydropyrazolo[1,5-a]pyridine-2-carboxylate CC1CCC=2N(C1)N=C(C2)C(=O)OCC